(R)-1-amino-3-methylbutyl-pinacol hydrochloride Cl.NC(CC(C)C)C[C@](O)(C)C(C)(C)O